ClC=1SC=C(N1)C#C[Si](C)(C)C 2-(2-chlorothiazol-4-yl)ethynyl-trimethylsilane